N1C=NC2=C1C=CC=C2B(O)O 1H-benzimidazol-4-ylboronic acid